(S)-4-(1-((3-(difluoromethyl)-1-methyl-1H-pyrazol-4-yl)sulfonyl)-1-fluoroethyl)-N-(isoxazol-3-yl)piperidine-1-carboxamide FC(C1=NN(C=C1S(=O)(=O)[C@](C)(F)C1CCN(CC1)C(=O)NC1=NOC=C1)C)F